1,1-bis(4-hydroxyphenyl)-4-methylcyclohexane OC1=CC=C(C=C1)C1(CCC(CC1)C)C1=CC=C(C=C1)O